1-ethyl-6-(1-(2-fluoro-5-(trifluoromethyl)benzyl)-1H-1,2,3-triazol-4-yl)-3-hydroxyquinoline-2,4(1H,3H)-dione C(C)N1C(C(C(C2=CC(=CC=C12)C=1N=NN(C1)CC1=C(C=CC(=C1)C(F)(F)F)F)=O)O)=O